ClC1=CC=C(C2=C1C=C(O2)F)COC2=NC(=NC=C2F)C2CCC(CC2)C ((1r,4S)-4-(4-((4-chloro-2-fluorobenzofuran-7-yl)methoxy)-5-fluoropyrimidin-2-yl)cyclohexyl)methane